C(C)(C)(C)C1=CC=C(C=C1)C12CN(CC2C1)C(=O)C1CC2(C1)NC(OC2)=O (rac)-(2s,4s)-2-(1-(4-(tert-butyl)phenyl)-3-azabicyclo[3.1.0]hexane-3-carbonyl)-7-oxa-5-azaspiro[3.4]octan-6-one